FC=1C=NC=C(C1I)F 3,5-difluoro-4-iodopyridin